OC1=CC2=C(NN=N2)C=C1 5-Hydroxybenzotriazole